C(C)(C)N1CCN(CC1)C1=CC=C(C=C1)NC=1N=C(C2=C(N1)COC2)OC=2C=C(C=CC2)NC(C=C)=O N-(3-((2-((4-(4-isopropylpiperazin-1-yl)phenyl)amino)-5,7-dihydrofuro[3,4-d]pyrimidine-4-yl)oxy)phenyl)acrylamide